1-(9-ethyl-6-morpholino-2-(3-(pyridazin-3-yl)phenyl)-9H-purin-8-yl)ethan-1-ol C(C)N1C2=NC(=NC(=C2N=C1C(C)O)N1CCOCC1)C1=CC(=CC=C1)C=1N=NC=CC1